NC1=C2N=CN(C2=NC(=N1)F)[C@H]1C[C@@H]([C@@](O1)(C#C)CO[Si](C1=CC=CC=C1)(C1=CC=CC=C1)C(C)(C)C)O (2R,3s,5r)-5-(6-amino-2-fluoro-9H-purin-9-yl)-2-(((tert-butyldiphenylsilyl)oxy)methyl)-2-ethynyl-tetrahydrofuran-3-ol